S1C=NC2=C1C(=CC=C2)N2C(NC(CC2)=O)=O 1-(Benzo[d]thiazol-7-yl)dihydropyrimidine-2,4(1H,3H)-dione